ammonia, potassium salt [K].N